P(=O)(O)(O)[O-] di-hydrogen phosphate